((E)-(S)-5-Fluoro-9-oxo-8,17-diaza-tricyclo[14.3.1.02,7]icosa-1(20),2(7),3,5,12,16,18-heptaen-15-yl)-carbamic acid tert-butyl ester C(C)(C)(C)OC(N[C@H]1C/C=C/CCC(NC=2C=C(C=CC2C=2C=CN=C1C2)F)=O)=O